Meth-ylisobutylketon CC(=O)CC(C)C